antimony-manganese [Mn].[Sb]